2-(1H-indol-3-yl)malonic acid N1C=C(C2=CC=CC=C12)C(C(=O)O)C(=O)O